N-[Trans-(7RS,9RS)-3-cyclopropyl-9-[(4-methoxy-1-benzofuran-2-carbonyl)amino]-5-(2-methylpropylsulfamoyl)-8,9-dihydro-7H-cyclopenta[h]isochinolin-7-yl]pyridin-3-carboxamid C1(CC1)C=1N=CC2=C3C(=CC(=C2C1)S(NCC(C)C)(=O)=O)[C@@H](C[C@H]3NC(=O)C=3OC1=C(C3)C(=CC=C1)OC)NC(=O)C=1C=NC=CC1 |r|